3-(3-fluoro-5-methylphenyl)-N-[rel-(3R,5R)-5-(methoxycarbamoyl)tetrahydrofuran-3-yl]-5-vinyl-4H-isoxazole FC=1C=C(C=C(C1)C)C1N(OC(C1)C=C)[C@H]1CO[C@H](C1)C(NOC)=O |o1:15,18|